(S)-6-(1-amino-1,3-dihydrospiro[indene-2,4'-piperidine]-1'-yl)-3-(1-(3-(tetrahydro-2H-pyran-4-yl)phenyl)cyclopropyl)-1,5-dihydro-4H-pyrazolo[3,4-d]pyrimidin-4-one N[C@@H]1C2=CC=CC=C2CC12CCN(CC2)C=2NC(C1=C(N2)NN=C1C1(CC1)C1=CC(=CC=C1)C1CCOCC1)=O